N-((1r,4r)-4-(5-(6-(3-cyanopyrrolo[1,2-b]pyridazin-7-yl)-4-(isopropylamino)pyridin-3-yl)-1,3,4-thiadiazol-2-yl)cyclohexyl)-2-hydroxy-2-methylpropanamide C(#N)C1=CC=2N(N=C1)C(=CC2)C2=CC(=C(C=N2)C2=NN=C(S2)C2CCC(CC2)NC(C(C)(C)O)=O)NC(C)C